5-Amino-2-(3-chloro-benzyl)-7-[2-(4-isopropyl-piperazin-1-yl)-ethyl]-9-methyl-7,9-dihydro-2H-[1,2,4]triazolo[3,4-i]purine-3,8-dione NC=1N2C(C=3N(C(N(C3N1)CCN1CCN(CC1)C(C)C)=O)C)=NN(C2=O)CC2=CC(=CC=C2)Cl